4-(((1R,5S,8s)-3-benzyl-3-azabicyclo[3.2.1]oct-8-yl)amino)-5-chlorothiophene-2-sulfonamide C(C1=CC=CC=C1)N1C[C@H]2CC[C@@H](C1)C2NC=2C=C(SC2Cl)S(=O)(=O)N